S-methyl 4-(((1R,2R)-2-(benzyloxy)cyclopentyl)(methyl)amino)-4-methylpent-2-ynethioate C(C1=CC=CC=C1)O[C@H]1[C@@H](CCC1)N(C(C#CC(SC)=O)(C)C)C